F[B-](F)(F)F.C(#N)C(C(=O)OCC)=NOC(=[N+](C)C)N(C)C (cyano(ethoxycarbonyl)methyleneamino)-N,N,N',N'-tetramethyluronium tetrafluoroborate